trans-[(3S)-3-(5-fluoro-6-methylpyridin-3-yl)-1,2-oxazolidin-2-yl]-[4-[(2-methylpyrimidin-5-yl)methyl]cyclohexyl]methanone FC=1C=C(C=NC1C)[C@H]1N(OCC1)C(=O)[C@@H]1CC[C@H](CC1)CC=1C=NC(=NC1)C